NCCNC1=C(C(=C(C=C1)S(=O)(=O)N[C@H]1CN(CC1)C(=O)OC(C)(C)C)S(N(CC1=CC=C(C=C1)OC)CC1=CC=C(C=C1)OC)(=O)=O)C=1N=NN(N1)CC1=CC=C(C=C1)OC (R)-tert-butyl 3-(4-((2-aminoethyl)amino)-2-(N,N-bis(4-methoxybenzyl) sulfamoyl)-3-(2-(4-methoxybenzyl)-2H-tetrazol-5-yl)phenylsulfonamido)pyrrolidine-1-carboxylate